phenyl 6-(bis(tert-butoxycarbonyl)amino)-5-(difluoromethoxy)nicotinate C(C)(C)(C)OC(=O)N(C1=NC=C(C(=O)OC2=CC=CC=C2)C=C1OC(F)F)C(=O)OC(C)(C)C